O1[C@H](COCC1)CN1N=C2C3=C(C[C@@H](C2=C1)C)OC(=C3C(F)(F)F)C(=O)NCC=3C=NC(=NC3)C (4S)-2-{[(2S)-1,4-Dioxan-2-yl]methyl}-4-methyl-N-[(2-methylpyrimidin-5-yl)methyl]-8-(trifluoromethyl)-4,5-dihydro-2H-furo[2,3-g]indazol-7-carboxamid